2-(2-chloro-6-methyl-pyrimidin-4-yl)ethynyl-triisopropyl-silane ClC1=NC(=CC(=N1)C#C[Si](C(C)C)(C(C)C)C(C)C)C